ClC1=CC=C(C(=N1)NC[C@@H](O)CC)[N+](=O)[O-] (S)-6-chloro-3-nitro-N-(oxabutane-2-ylmethyl)Pyridin-2-amine